6-cyano-2-morpholino-N-(5-(p-tolyl)thiazolo[5,4-b]pyridin-2-yl)nicotinamide C(#N)C1=NC(=C(C(=O)NC=2SC3=NC(=CC=C3N2)C2=CC=C(C=C2)C)C=C1)N1CCOCC1